ClC=1C=CC2=C(C(NS(C3=C2C=CC=C3)(=O)=O)C3=C(C2=CC=CC=C2C=C3)O)C1 (-)-9-chloro-7-(1-hydroxynaphthalen-2-yl)-6,7-dihydrodibenzo[d,f][1,2]thiazepine 5,5-dioxide